2-(6-(3-amino-3-methylpyrrolidin-1-yl)-4-methylpyridin-2-yl)-4-(2-fluoro-6-methoxyphenyl)-2,3-dihydro-1H-pyrrolo[3,4-c]pyridin-1-one NC1(CN(CC1)C1=CC(=CC(=N1)N1CC=2C(=NC=CC2C1=O)C1=C(C=CC=C1OC)F)C)C